4-((3-(1,2,4-oxadiazol-3-yl)phenyl)carbamoyl)-2-(6-methoxy-2',6'-dimethyl-[1,1'-biphenyl]-3-yl)-5-methyl-1H-imidazole 3-oxide O1N=C(N=C1)C=1C=C(C=CC1)NC(=O)C=1[N+](=C(NC1C)C=1C=C(C(=CC1)OC)C1=C(C=CC=C1C)C)[O-]